ClC(Cl)(Cl)S(=O)(=O)C(Cl)(Cl)Cl Bis-trichloromethyl sulfone